((((9H-fluoren-9-yl)methoxy)carbonyl)amino)-4-(2-carboxyethyl)pimelic acid C1=CC=CC=2C3=CC=CC=C3C(C12)COC(=O)NC(C(=O)O)CC(CCC(=O)O)CCC(=O)O